ClC=1C=C(C=CC1)C#CCN1C(N(C(C=2N(C(=NC12)S(=O)(=O)CC1CC1)C)=O)C)=O 3-(3-(3-Chlorophenyl)prop-2-yn-1-yl)-8-((cyclopropylmethyl)sulfonyl)-1,7-dimethyl-3,7-dihydro-1H-purin-2,6-dion